BrC=1C2=C(SC1C(F)(F)P(OCC)(OCC)=O)C(=CC(=C2)/C=N/S(=O)C(C)(C)C)OCCCC(F)(F)F diethyl (E)-((3-bromo-5-(((tert-butylsulfinyl)imino)methyl)-7-(4,4,4-trifluorobutoxy)benzo[b]thiophen-2-yl)difluoromethyl)phosphonate